6-[5-(5-chloro-2,4-difluoro-phenyl)-1H-imidazol-4-yl]-N-(2-piperazin-1-ylethyl)quinolin-3-amine ClC=1C(=CC(=C(C1)C1=C(N=CN1)C=1C=C2C=C(C=NC2=CC1)NCCN1CCNCC1)F)F